C(C=C)(=O)N1C[C@@H](N(CC1)C=1C2=C(N(C(N1)=O)C=1C(=NC=CC1S(=O)(=O)C)C(C)C)N=C(C(=C2)F)C2=C(C(=CC=C2)F)Cl)C (S)-4-(4-acryloyl-2-methylpiperazin-1-yl)-7-(2-chloro-3-fluorophenyl)-6-fluoro-1-(2-isopropyl-4-(methylsulfonyl)pyridin-3-yl)pyridino[2,3-d]pyrimidin-2(1H)-one